(3-Chloro-4-fluorophenyl)-1-(6-cyanopyridin-3-yl)-1-((5-(difluoromethyl)-1H-pyrazol-3-yl)methyl)urea ClC=1C=C(C=CC1F)NC(N(CC1=NNC(=C1)C(F)F)C=1C=NC(=CC1)C#N)=O